NC=1N=C2C=C(C=NC2=C(C1)C)C(=O)N(CC1=NC=C(C=C1)C(F)(F)F)[C@@H]1C=2N=CC=NC2CCC1 (S)-6-amino-8-methyl-N-(5,6,7,8-tetrahydroquinoxalin-5-yl)-N-((5-(trifluoromethyl)pyridin-2-yl)methyl)-1,5-naphthyridine-3-carboxamide